C(C)(C)(C)OC(=O)N1C2(CC2)[C@H]([C@@H](C1)C1=CC=CC=C1)C#N (6R,7S)-7-cyano-6-phenyl-4-azaspiro[2.4]heptane-4-carboxylic acid tert-butyl ester